C(C1=CC=CC=C1)OC1=CC=C(C=C1)C1=NOC(=N1)CC(C(=O)OC(C)(C)C)=C tert-butyl 2-((3-(4-(benzyloxy)phenyl)-1,2,4-oxadiazol-5-yl)methyl)acrylate